BrC1=CC=2N(C=C1)C=C(N2)O 7-Bromoimidazo[1,2-a]pyridin-2-ol